FC1=CC=C(C=C1)C1=C(C2C(OC3=C2C=CC(=C3)OC)O1)SCCCC[N+](=O)[O-] 2-(4-fluorophenyl)-6-methoxy-3-((4-nitrobutyl)thio)-3a,8a-dihydrofuro[2,3-b]benzofuran